C(C1=CC=CC=C1)(=O)NC=1C=CC=C2C=CC=NC12 8-(benzoylamino)quinoline